2-acetamido-3-O-benzyl-6-O-benzoyl-2-deoxy-α-D-glucopyranose C(C)(=O)N[C@H]1[C@@H](O)O[C@@H]([C@H]([C@@H]1OCC1=CC=CC=C1)O)COC(C1=CC=CC=C1)=O